CCCCC\C=C/CC (Z)-6-nonen